tert-butyl (4S)-4-hydroxyazepane-1-carboxylate O[C@@H]1CCN(CCC1)C(=O)OC(C)(C)C